N1NCC=2C1=NC=NC2 dihydro-1H-pyrazolo[3,4-d]pyrimidin